OC1=C(C=CC(=C1)C(F)(F)F)C1=C2C(=C(N=N1)NC[C@H]1CC(NC1)=O)C=NC=C2 (4R)-4-[[[1-[2-hydroxy-4-(trifluoromethyl)phenyl]pyrido[3,4-d]pyridazin-4-yl]amino]methyl]pyrrolidin-2-one